O-acetyl-4-O-methylglucuronic acid C(C)(=O)OC([C@H]([C@H]([C@@H]([C@H](C=O)O)O)OC)O)=O